3-{[4-(2-amino-8-methoxy-4-quinolinyl)-1H-1,2,3-triazol-1-yl]methyl}-1-isopropyl-1H-pyridin-2-one NC1=NC2=C(C=CC=C2C(=C1)C=1N=NN(C1)CC=1C(N(C=CC1)C(C)C)=O)OC